1-(2-isopropylpyridin-3-yl)-6-(4-(1-methyl-4-(trifluoromethyl)-1H-imidazol-2-yl)phenyl)-6,7-dihydro-5H-cyclopenta[c]pyridine-6-carboxylic acid C(C)(C)C1=NC=CC=C1C1=NC=CC2=C1CC(C2)(C(=O)O)C2=CC=C(C=C2)C=2N(C=C(N2)C(F)(F)F)C